CC=1C=CC=C2C=CN=C(C12)N(C(=O)C=1C=C(C=CC1)C#CCCC(=O)OC)[C@H]1CNCCC1 methyl (R)-5-(3-((8-methylisoquinolin-1-yl)(piperidin-3-yl)carbamoyl)phenyl)pent-4-ynoate